tartaric acid sodium-potassium [K].[Na].C(C(O)C(O)C(=O)O)(=O)O